(hydroxymethyl)hexahydropyrrolo[3,4-c]pyrrole-2(1H)-carboxylic acid tert-butyl ester C(C)(C)(C)OC(=O)N1C(C2CNCC2C1)CO